tert-butyl 4-(4-(2-(2-((2-(2,6-dioxopiperidin-3-yl)-1,3-dioxoisoindolin-5-yl)amino)ethoxy)ethyl) piperazin-1-yl)piperidine-1-carboxylate O=C1NC(CCC1N1C(C2=CC=C(C=C2C1=O)NCCOCCN1CCN(CC1)C1CCN(CC1)C(=O)OC(C)(C)C)=O)=O